5-(1-phenyl-2,3-dihydro-1H-benzo[d]pyrrolo[1,2-a]imidazol-7-yl)pyrimidin-2-amine C1(=CC=CC=C1)C1CCC=2N1C1=C(N2)C=CC(=C1)C=1C=NC(=NC1)N